(2,2'-dimethyl-[1,1'-biphenyl]-3,3'-diyl)bis(5-(((2-hydroxyethyl)amino)methyl)-2-pyridineamide) CC1=C(C=CC=C1C=1C(=NC=C(C1)CNCCO)C(=O)N)C1=C(C(=CC=C1)C=1C(=NC=C(C1)CNCCO)C(=O)N)C